3-methyl-5-(2-fluorophenyl)-1H-pyrrole CC1=CNC(=C1)C1=C(C=CC=C1)F